COC=1C=CC2=C(N=C(S2)C=2C=C(C=NC2)CNC)C1 1-(5-(5-methoxybenzo[d]thiazol-2-yl)pyridin-3-yl)-N-methyl-methylamine